CC(CCN1C[C@@H]2[C@H](C1)CC(C2)C(=O)NC=2N=NC(=CC2)C=2N(N=CC2C)C)(C)C (3aR,5s,6aS)-2-(3,3-dimethylbutyl)-N-[6-(2,4-dimethylpyrazol-3-yl)pyridazin-3-yl]-3,3a,4,5,6,6a-hexahydro-1H-cyclopenta[c]pyrrole-5-carboxamide